6-(4-chlorobenzyl)-9-isopropyl-2-(5-methylpyridin-2-yl)-2,6,9-triazaspiro[4.5]decane-7,10-dione ClC1=CC=C(CN2C3(CCN(C3)C3=NC=C(C=C3)C)C(N(CC2=O)C(C)C)=O)C=C1